N1CCC2(CC1)CCC1=C2N=CN=C1N 5,6-dihydrospiro[cyclopenta[d]pyrimidine-7,4'-piperidin]-4-amine